4-methylbut-3-en-2-one CC=CC(C)=O